C(C)(C)C1=C(NC2=CC=C(C=C12)C1CCNCC1)C=1C=C(C(N(C1)C)=O)OC 5-(3-isopropyl-5-(piperidin-4-yl)-1H-indol-2-yl)-3-methoxy-1-methylpyridin-2(1H)-one